6,7-difluoro-3-(3-fluoro-4-(4,4,5,5-tetramethyl-1,3,2-dioxaborolan-2-yl)phenyl)-3-(4-(trifluoromethoxy)phenyl)indolin-2-one FC1=CC=C2C(C(NC2=C1F)=O)(C1=CC=C(C=C1)OC(F)(F)F)C1=CC(=C(C=C1)B1OC(C(O1)(C)C)(C)C)F